N1(N=CC=C1)C=1C=NC2=CC=C(C=C2N1)C(=O)C=1C(=C(C=CC1)NC(=O)NC1=CC(=CC=C1)F)F 1-(3-(3-(1H-pyrazol-1-yl)quinoxaline-6-carbonyl)-2-fluorophenyl)-3-(3-fluorophenyl)urea